C(C)OC(C(CN(C)C(=O)OCC1=CC=CC=C1)CC1CC1)=O ethyl-3-{[(benzyloxy)carbonyl](methyl)amino}-2-(cyclopropylmethyl)propanoate